Cl.FC=1C=C2CN(CC2=CC1)C(CNC12CC3(C[C@@H](C[C@H](C1)C3)C2)NS(=O)(=O)C2=CC=C(C=C2)C2=CC=CC=C2)=O N-((1s,3r,5R,7S)-3-((2-(5-fluoroisoindolin-2-yl)-2-oxoethyl)amino)adamantan-1-yl)-[1,1'-biphenyl]-4-sulfonamide hydrochloride